3-{4-[(4-tert-butylphenyl)sulfamoyl]phenyl}-1-(pyridin-3-ylmethyl)urea C(C)(C)(C)C1=CC=C(C=C1)NS(=O)(=O)C1=CC=C(C=C1)NC(NCC=1C=NC=CC1)=O